NC1=CC=C(CNS(=O)(=O)CC2=CC=CC=C2)C=C1 N-(4-aminobenzyl)-1-phenyl-methanesulfonamide